2-[2-(Fmoc-amino)ethoxy]Ethylamine hydrochloride Cl.C(=O)(OCC1C2=CC=CC=C2C2=CC=CC=C12)NCCOCCN